NC1=NC=C2N(C(N(C2=N1)[C@@H]1O[C@@H]([C@H]([C@H]1O)F)CO)=O)CC(C)C 2-Amino-9-((2R,3S,4S,5R)-4-fluoro-3-hydroxy-5-(hydroxymethyl)tetrahydrofuran-2-yl)-7-isobutyl-7,9-dihydro-8H-purin-8-on